N1=C(C=CC=2N=C3COCC4(N3C21)COC2=C4C=CC=C2)C=2C=NC(=NC2)N2CC(CCC2)O 1-(5-(6',8'-dihydro-2H-spiro[benzofuran-3,9'-pyrido[3',2':4,5]imidazo[2,1-c][1,4]oxazin]-2'-yl)pyrimidin-2-yl)piperidin-3-ol